N1C=C(C=2C1=NC=CC2)C2=NN(N=C2)C=2C=C(C=CC2)[C@@]2(C(N(CC2)C)=O)O (S)-3-(3-(4-(1H-pyrrolo[2,3-b]pyridin-3-yl)-2H-1,2,3-triazol-2-yl)phenyl)-3-hydroxy-1-methylpyrrolidin-2-one